(3R)-N-(8-chloro-3-methylpyridino[2,3-d]pyridazin-5-yl)-1-methylpiperidine-3-amine ClC=1N=NC(=C2C1N=CC(=C2)C)N[C@H]2CN(CCC2)C